O1C(COCC1)C1NC2=CC=CC=C2C1(C1=CC=C(C=C1)C)C1=CC=CC=C1 2-(1,4-dioxane-2-yl)-3-phenyl-3-p-tolylindoline